ClC1=CC(=C(N=N1)OC)C(CC)N1N=C(C(=C1)[N+](=O)[O-])F 6-chloro-4-[1-(3-fluoro-4-nitro-pyrazol-1-yl)propyl]-3-methoxy-pyridazine